C(C)(C)(C)N(C(O)=O)C[C@@H]1CN(CCC1)C1=C(C(=CC=C1N)OC1=C(C=CC=C1)F)C(F)(F)F.NC(C)(C)C(CC(CO)(CO)CO)(C(C)(N)C)C(C)(N)C tri(1-amino-1-methylethyl)trimethylolpropane tert-butyl-(S)-((1-(6-amino-3-(2-fluorophenoxy)-2-(trifluoromethyl)phenyl)piperidin-3-yl)methyl)carbamate